FC(C1=CN=C2N1N=C(C=C2)C2=CNC=1N=C(N=CC12)N)F 5-(3-(difluoromethyl)imidazo[1,2-b]pyridazin-6-yl)-7H-pyrrolo[2,3-d]pyrimidin-2-amine